(S)-4-(5-(3-(1-(5-fluoro-3-methylbenzofuran-2-yl)-2-methylpropyl)ureido)nicotinyl)piperazine-1-carboxylic acid tert-butyl ester C(C)(C)(C)OC(=O)N1CCN(CC1)CC1=CN=CC(=C1)NC(=O)N[C@@H](C(C)C)C=1OC2=C(C1C)C=C(C=C2)F